(2-(4-methoxy-3-(pyrrolidine-1-carbonyl)phenylamino)-5-methylpyrimidin-4-ylamino)benzo[d]oxazol-2(3H)-one COC1=C(C=C(C=C1)NC1=NC=C(C(=N1)NN1C(OC2=C1C=CC=C2)=O)C)C(=O)N2CCCC2